3-(2-bromoacetyl)benzopyran-2-one BrCC(=O)C=1C(OC2=C(C1)C=CC=C2)=O